(rac)-1-{3-[1-hydroxyethyl]pyrazin-2-yl}-1H-pyrazole-4-carboxylic acid ethyl ester C(C)OC(=O)C=1C=NN(C1)C1=NC=CN=C1[C@@H](C)O |r|